FC1(CC(C1)CN(C1CCC(CC1)N(C1=CC(N(C=2C=CC(=NC12)C#N)C)=O)C)C1=C(C=C(C=C1)F)C)F 8-((4-(((3,3-difluorocyclobutyl)methyl)(4-fluoro-2-methylphenyl)amino)cyclohexyl)(methyl)amino)-5-methyl-6-oxo-5,6-dihydro-1,5-naphthyridine-2-carbonitrile